CN(C(CCC)CCCCCCCCCC=CCC=CCCCCC)C N,N-dimethyltricosa-14,17-dien-4-amine